tert-butyl (1-((5-bromo-2-(1-(4-ethoxy-5-fluoropyridin-2-yl)ethyl)-1-oxo-1,2,3,4-tetrahydroisoquinolin-7-yl)methyl)-1H-imidazol-2-yl)(methyl)carbamate BrC1=C2CCN(C(C2=CC(=C1)CN1C(=NC=C1)N(C(OC(C)(C)C)=O)C)=O)C(C)C1=NC=C(C(=C1)OCC)F